N1=CC(=CC=C1)C=1C=CC2=C(C(CS(N2)(=O)=O)=O)C1 6-(pyridin-3-yl)-1H-2,1-benzothiazin-4(3H)-one 2,2-dioxide